CC=1C(=NC=C(C1)C)S(=O)(=O)N1CCC2(CCC(C2)N2CCOCC2)CC1 4-(8-((3,5-dimethylpyridin-2-yl)sulfonyl)-8-azaspiro[4.5]decan-2-yl)morpholine